(5-((7-Fluoro-2,3-dihydrobenzo[b][1,4]dioxin-5-yl)amino)-7-(methylamino)pyrazolo[1,5-a]pyrimidin-3-yl)(pyrazolin-1-yl)methanone FC=1C=C(C2=C(OCCO2)C1)NC1=NC=2N(C(=C1)NC)N=CC2C(=O)N2NC=CC2